(S)-4-(cyclopropyl(4-(5,6,7,8-tetrahydro-1,8-naphthyridin-2-yl)butyl)amino)-2-((((2,4-dichlorobenzyl)oxy)carbonyl)amino)butanoic acid C1(CC1)N(CC[C@@H](C(=O)O)NC(=O)OCC1=C(C=C(C=C1)Cl)Cl)CCCCC1=NC=2NCCCC2C=C1